2-(4,6-Dimethoxypyrimidin-2-yl)-5-{[2-(2H-1,2,3-triazol-2-yl)phenyl]carbonyl}octahydropyrrolo[3,4-c]pyrrole COC1=NC(=NC(=C1)OC)N1CC2CN(CC2C1)C(=O)C1=C(C=CC=C1)N1N=CC=N1